FC1([C@@H](CN(C1)C1=NOC(C1)C1=C(C=C(C=C1F)F)C1=C(C=CC=C1F)F)NS(=O)(=O)C)F N-{(3R)-4,4-difluoro-1-[5-(2',3,5,6'-tetrafluoro[1,1'-biphenyl]-2-yl)-4,5-dihydro-1,2-oxazol-3-yl]pyrrolidin-3-yl}methanesulfonamide